BrC1=C(OCC2=NNC(O2)=S)C=CC=C1Br 5-[(2,3-Dibromophenoxy)methyl]-1,3,4-oxadiazole-2(3H)-thione